5-(3-octyl-cyclohexyloxy)-1,3-phenylenediamine C(CCCCCCC)C1CC(CCC1)OC=1C=C(C=C(C1)N)N